2-(1-naphthylmethyl)benzimidazole (S)-3-(4-(2-(4-((S)-2-acetoxy-3-chloropropoxy)-3-chlorophenyl)propan-2-yl)-2-chlorophenoxy)propane-1,2-diyl-diacetate C(C)(=O)O[C@@H](COC1=C(C=C(C=C1)C(C)(C)C1=CC(=C(OC[C@@H](CCC(=O)O)CC(=O)O)C=C1)Cl)Cl)CCl.C1(=CC=CC2=CC=CC=C12)CC=1NC2=C(N1)C=CC=C2